C(C)N(C1=NC2=CC=C(C=C2C(N1NC(CC1=CC(=CC(=C1)F)F)=O)=O)O)CC N-(2-Diethylamino-6-hydroxy-4-oxo-4H-quinazolin-3-yl)-2-(3,5-difluoro-phenyl)-acetamide